C1(=CC=CC=C1)C1=CC=C(C=C1)[Al+2] 4-phenylphenylaluminum (III)